7-bromo-3,4-dihydro-2H-1,4-benzoxazine BrC1=CC2=C(NCCO2)C=C1